CC1C2=CN=CC(C3=NNC=4C=CC(OC(CNCCO1)C)=CC34)=C2 7,13-dimethyl-8,14-dioxa-4,11,19,20-tetraazatetracyclo[13.5.2.12,6.018,21]tricosa-1(20),2(23),3,5,15(22),16,18(21)-heptaene